FC(OC1=CC2=C(N=C(O2)C=2C(=C(C=CC2)C2=CC=CC=C2)C)C=C1CN1[C@@H](CCC1)C(=O)O)F ((6-(difluoromethoxy)-2-(2-methyl-[1,1'-biphenyl]-3-yl)benzo[d]oxazol-5-yl)methyl)-L-proline